tert-butyl 8-bromo-2,4-dihydropyrido[4,3-e][1,3]oxazine-3-carboxylate BrC1=NC=CC=2CN(COC21)C(=O)OC(C)(C)C